C(CCC)C1=NC2(C(N1CC1=CC(=C(C=C1)B1OC(C(O1)(C)C)(C)C)COC)=O)CCCC2 2-butyl-3-(3-(methoxymethyl)-4-(4,4,5,5-tetramethyl-1,3,2-dioxaborolan-2-yl)benzyl)-1,3-diazaspiro[4.4]nona-1-en-4-one